tert-butyl (3S)-4-(7-(6-(bis(4-methoxybenzyl)amino)-4-methylpyridin-2-yl)-6-chloro-2,8-difluoro quinazolin-4-yl)-3-methylpiperazine-1-carboxylate COC1=CC=C(CN(C2=CC(=CC(=N2)C2=C(C=C3C(=NC(=NC3=C2F)F)N2[C@H](CN(CC2)C(=O)OC(C)(C)C)C)Cl)C)CC2=CC=C(C=C2)OC)C=C1